ClC1=C(C=C(C(=O)N2CC=3N=C(N(C(C3C[C@H]2C)=O)C2=CC=C(C(=O)NC)C=C2)[C@@H](C(C)C)O)C=C1)C(F)(F)F |o1:29| 4-((R)-7-(4-chloro-3-(trifluoromethyl)benzoyl)-2-((R*)-1-hydroxy-2-methylpropyl)-6-methyl-4-oxo-5,6,7,8-tetrahydropyrido[3,4-d]pyrimidin-3(4H)-yl)-N-methyl-benzamide